ethanol tin [Sn].C(C)O